(l)-N5-((4-cyanophenyl)amino)-L-glutamine C(#N)C1=CC=C(C=C1)NNC(CC[C@H](N)C(=O)O)=O